C1(CC1)N1C(C(=CC=C1)C(=O)NC=1C(=C(C=2N(C1)C=C(N2)C2CCOCC2)F)OCC)=O cyclopropyl-N-(7-ethoxy-8-fluoro-2-(tetrahydro-2H-pyran-4-yl)imidazo[1,2-a]pyridin-6-yl)-2-oxo-1,2-dihydropyridine-3-carboxamide